OC1=C(C(=CC(=C1)O)OC)C(C=CC1=CC=C(C=C1)C)=O 1-(2,4-Dihydroxy-6-methoxyphenyl)-3-(4-methylphenyl)prop-2-en-1-one